O=C1NC(CCC1C1=CC(=C(C=C1F)C1C(CN(CC1)C(=O)OC(C)(C)C)(F)F)F)=O tert-butyl 4-[4-(2,6-dioxo-3-piperidyl)-2,5-difluoro-phenyl]-3,3-difluoro-piperidine-1-carboxylate